[Li+].[Li+].C(CCC)C1C(C(CCC1)C(=O)[O-])C(=O)[O-] 3-n-butylcyclohexane-1,2-dicarboxylic acid dilithium salt